O[C@@H]([C@H](CC1=CC=CC=C1)NC(OC(C)(C)C)=O)CNC(C)(C)C1=CC=CC=C1 tert-butyl ((2s,3R)-3-hydroxy-1-phenyl-4-((2-phenylpropan-2-yl)amino)butan-2-yl)carbamate